5-chloro-N-(2,6-dichlorophenyl)-2-((4-(piperazin-1-yl)phenyl)amino)pyrimidine-4-carboxamide ClC=1C(=NC(=NC1)NC1=CC=C(C=C1)N1CCNCC1)C(=O)NC1=C(C=CC=C1Cl)Cl